FC1=C(C=C(C(=O)OCC)C=C1)[N+](=O)[O-] ethyl 4-fluoro-3-nitrobenzoate